1-Azaspiro[4.5]decan-6,9-diene-2,8-dione N1C(CCC12C=CC(C=C2)=O)=O